4-acetyl-7-fluoro-2H-phthalazin-1-one C(C)(=O)C1=NNC(C2=CC(=CC=C12)F)=O